C1(CCCC1)N1N=C(C=C1C1=C(C=CC=C1)C(F)(F)F)C(=O)N[C@H](CC(=O)O)CCN1CC2CCC(C1)C2(F)F (3S)-3-({1-cyclopentyl-5-[2-(trifluoromethyl)phenyl]-1H-pyrazol-3-yl}formamido)-5-{8,8-difluoro-3-azabicyclo[3.2.1]octan-3-yl}pentanoic acid